2-{3-[(2R,6S)-2,6-dimethylmorpholine-4-carbonyl]-5,6-dihydrocyclopenta[c]pyrazol-1(4H)-yl}-1-{4-[(isoquinolin-7-yl)oxy]piperidin-1-yl}ethan-1-one C[C@@H]1CN(C[C@@H](O1)C)C(=O)C=1C2=C(N(N1)CC(=O)N1CCC(CC1)OC1=CC=C3C=CN=CC3=C1)CCC2